NC1=NC2=CC=C(C=C2C=C1CCl)C(=O)N1C(CCCC1)C1=CC=C(C=C1)C(F)(F)F (2-amino-3-(chloromethyl)quinolin-6-yl)(2-(4-(trifluoromethyl)phenyl)piperidin-1-yl)methanone